(5S,8R)-N-(2-chloro-4,5-difluorobenzyl)-5-fluoro-8-hydroxy-5,6,7,8-tetra-hydroquinoline-5-carboxamide ClC1=C(CNC(=O)[C@]2(C=3C=CC=NC3[C@@H](CC2)O)F)C=C(C(=C1)F)F